N-((4-((5-((3S,4S)-4-amino-3-methyl-2-oxa-8-azaspiro[4.5]decan-8-yl)pyrazin-2-yl)thio)-3-chloropyridin-2-yl)carbamoyl)cyclopropanesulfonamide N[C@@H]1[C@@H](OCC12CCN(CC2)C=2N=CC(=NC2)SC2=C(C(=NC=C2)NC(=O)NS(=O)(=O)C2CC2)Cl)C